azaacetylglucosamine C(N)(=O)C1(O)[C@H](N)[C@@H](O)[C@H](O)[C@H](O1)CO